CS(=O)(=O)N1CCN(CC1)CCC (S)-1-(4-(methylsulfonyl)piperazine-1-yl)propane